C1(=CC=CC=C1)C1=NC(=CC(=N1)C=1C=C(C=C(C1)N1C2=CC=C(C=C2C=2C=C(C=CC12)C1=C(C=CC=C1C)C)C1=C(C=CC=C1C)C)N1C2=CC=C(C=C2C=2C=C(C=CC12)C1=C(C=CC=C1C)C)C1=C(C=CC=C1C)C)C1=CC=CC=C1 9,9'-(5-(2,6-diphenylpyrimidin-4-yl)-1,3-phenylene)bis(3,6-bis(2,6-dimethylphenyl)-9H-carbazole)